Bismuth phosphorus nitrogen [N].[P].[Bi]